[B-]1(N2C(=CC=C2CCCCCCCCCCCC(=O)O)C=C3[N+]1=C(C=C3)C)(F)F The molecule is a BODIPY compound that is 4,4-difluoro-4-bora-3a,4a-diaza-s-indacene substituted at position 5 by a methyl group and at position 3 by a 11-carboxyundecyl group. It has a role as a fluorochrome. It is a BODIPY compound and a monocarboxylic acid. It derives from a 4,4-difluoro-4-bora-3a,4a-diaza-s-indacene.